C(C)(C)(C)S(=O)(=O)C=1C=C2C(=CC=NC2=CC1OC)OC1=CC(=C(C=C1)CC(=O)OC)F methyl 2-(4-((6-(tert-butylsulfonyl)-7-methoxyquinolin-4-yl)oxy)-2-fluorophenyl)acetate